C(O)(O)=O.C1(=CC=CC=C1)OC=1C(C(=O)O)=CC=CC1.C1(=CC=CC=C1)OC=1C(C(=O)O)=CC=CC1 di(phenyl salicylate) carbonate